NC=1C(NC2=CC=C(C=C2C1C1=C2C=NNC2=CC(=C1)C)Cl)=O 3-amino-6-chloro-4-(6-methyl-1H-indazol-4-yl)-1H-quinolin-2-one